(1-(4-((3-(2,3-difluoro-4-methoxyphenyl)imidazo[1,2-a]pyrazin-8-yl)amino)-2-methylbenzoyl)piperidin-4-yl)((3R,4s,5S)-3,4,5-trihydroxypiperidin-1-yl)methanone FC1=C(C=CC(=C1F)OC)C1=CN=C2N1C=CN=C2NC2=CC(=C(C(=O)N1CCC(CC1)C(=O)N1C[C@H](C([C@H](C1)O)O)O)C=C2)C